FC(C(=O)N1CCC(CC1)(OC1=CC=C(C=C1)[N+](=O)[O-])C)(F)F 2,2,2-trifluoro-1-(4-methyl-4-(4-nitrophenoxy)piperidin-1-yl)ethan-1-one